(R)-6-chloro-N-(2,4-difluoro-3-(8-methoxy-2-(((1R,3R)-3-(((2-methoxyethyl)(methyl)amino)methyl)cyclopentyl)amino)quinazolin-6-yl)phenyl)-1-hydroxy-2,3-dihydro-1H-indene-4-sulfonamide ClC=1C=C(C=2CC[C@H](C2C1)O)S(=O)(=O)NC1=C(C(=C(C=C1)F)C=1C=C2C=NC(=NC2=C(C1)OC)N[C@H]1C[C@@H](CC1)CN(C)CCOC)F